CC1=NC(=NC(=C1)NC)NC=1C=C(C2=C(CCO2)C1)N1CCN(CCC1)C(=O)OC(C)(C)C tert-butyl 4-[5-[[4-methyl-6-(methylamino)pyrimidin-2-yl]amino]-2,3-dihydrobenzofuran-7-yl]-1,4-diazepane-1-carboxylate